NC1=CC=C(C=N1)C#CC1=CC=C2CN(C(C2=C1)=O)[C@@H](C(=O)NC=1SC=CN1)C1=C(C=CC(=C1)Cl)O |r| (2RS)-2-[6-[2-(6-Amino-3-pyridyl)ethynyl]-1-oxo-isoindolin-2-yl]-2-(5-chloro-2-hydroxyphenyl)-N-thiazol-2-yl-acetamid